N1C(=NC2=C1C=CC=C2)[C@@H](C)NCC=2C=CC=1N(C3=CC=CC=C3C1C2)CC (R)-1-(1H-benzo[d]imidazol-2-yl)-N-((9-ethyl-9H-carbazol-3-yl)methyl)ethan-1-amine